3-{8,8-difluoro-7-tert-butyldimethylsilyloxy-5-(trifluoromethyl)bicyclo[4.2.0]oct-1,3,5-triene-2-enyloxy}benzonitrile FC1(C(C2=C(C(=C=C=C12)OC=1C=C(C#N)C=CC1)C(F)(F)F)O[Si](C)(C)C(C)(C)C)F